Butyl stearate dimethyl-sebacate COC(CCCCCCCCC(=O)OC)=O.C(CCCCCCCCCCCCCCCCC)(=O)OCCCC